tert-butyl (5-(5-((5-(hydrazinecarbonyl)pyridin-2-yl)methyl)-1,3,4-thiadiazol-2-yl)pyridin-2-yl)carbamate N(N)C(=O)C=1C=CC(=NC1)CC1=NN=C(S1)C=1C=CC(=NC1)NC(OC(C)(C)C)=O